(2-(4-fluorophenyl)oxazol-5-yl)methanone FC1=CC=C(C=C1)C=1OC(=CN1)C=O